CC1(N(CCC1)CCC(=O)NC=1C=C(C(=NC1)C)NC(=O)C=1C=NN2C1SC(=C2)N2N=CC=1C2=NC=CC1)C N-(5-(3-(2,2-dimethylpyrrolidin-1-yl)propanamido)-2-methylpyridin-3-yl)-2-(1H-pyrazolo[3,4-b]pyridin-1-yl)pyrazolo[5,1-b]thiazole-7-carboxamide